1-{1-[4-Chloro-4'-(4-isobutylpiperazin-1-yl)[biphenyl]-2-yl]piperidin-3-yl}-5-(difluoromethyl)-1H-pyrazole ClC1=CC(=C(C=C1)C1=CC=C(C=C1)N1CCN(CC1)CC(C)C)N1CC(CCC1)N1N=CC=C1C(F)F